3,7-dimethyl-2,6-octadien-1-aldoxime CC(=CC=NO)CCC=C(C)C